4-(2-Azidopropan-2-yl)-6-chloro-1-(3-(methylsulfanyl)propoxy)-2,7-naphthyridine N(=[N+]=[N-])C(C)(C)C1=CN=C(C2=CN=C(C=C12)Cl)OCCCSC